(S)-2-(4'-Fluoro-2'-(4-methyl-4H-1,2,4-triazol-3-yl)-[1,1'-biphenyl]-3-yl)-5-((3-methylpiperidin-1-yl)methyl)-7-(trifluoromethyl)benzo[d]oxazole FC1=CC(=C(C=C1)C1=CC(=CC=C1)C=1OC2=C(N1)C=C(C=C2C(F)(F)F)CN2C[C@H](CCC2)C)C2=NN=CN2C